C(C)(=O)O[C@@H]1[C@@H]([C@@H](OC=C1)C)CC(=O)[O-] (2S,3R,4S)-4-(acetoxy)-2-methyl-3,4-dihydro-2H-pyran-3-yl-acetate